NC1=NC2=CC(=CN=C2C(=C1)N[C@@](CO)(CCCC)C)OC (R)-2-((2-amino-7-methoxy-1,5-naphthyridin-4-yl)amino)-2-methylhexan-1-ol